4-(3,5-dimethoxybenzylidene)-5-methyl-2-phenyl-2,4-dihydro-3H-pyrazol-3-one COC=1C=C(C=C2C(N(N=C2C)C2=CC=CC=C2)=O)C=C(C1)OC